7-chloro-5-(5-fluoro-3-pyridinyl)-3-(trifluoromethyl)pyrazolo[1,5-a]Pyrimidine ClC1=CC(=NC=2N1N=CC2C(F)(F)F)C=2C=NC=C(C2)F